ClC=1C=C(C(=O)[N-][N+]=2C=NN(C2)CC)C=C(N1)OC1=CC=C(C=C1)OC(F)(F)F (2-chloro-6-(4-(trifluoromethoxy)phenoxy)isonicotinoyl)(1-ethyl-1H-1,2,4-triazol-4-ium-4-yl)amide